N-{[1,1'-Biphenyl]-2-yl}-N-(9,9-dimethyl-9H-fluoren-2-yl)-1',3'-diphenylspiro[fluorene-9,8'-indeno[1,2-c]thiophene]-2-amine C1(=C(C=CC=C1)N(C1=CC2=C(C=C1)C1=CC=CC=C1C21C=2C=CC=CC2C2=C(SC(=C21)C2=CC=CC=C2)C2=CC=CC=C2)C2=CC=1C(C3=CC=CC=C3C1C=C2)(C)C)C2=CC=CC=C2